ClC1=C(C=C(C=C1)O)B1OC(C(O1)(C)C)(C)C 4-chloro-3-(4,4,5,5-tetramethyl-1,3,2-dioxaborolan-2-yl)phenol